ethyl 4-[3-[(2,4-dimethoxyphenyl)methylcarbamoyl]-6-methyl-imidazo[1,5-a]pyrazin-1-yl]oxazole-5-carboxylate COC1=C(C=CC(=C1)OC)CNC(=O)C1=NC(=C2N1C=C(N=C2)C)C=2N=COC2C(=O)OCC